NC1=C(SC=2N=C(N=C(C21)C)C)C(=O)NC2CC=1C=C(C(=NC1CC2)N2CC(C(C2)OC(C)C)N)F 5-amino-N-{2-[3-amino-4-(propan-2-yloxy)pyrrolidin-1-yl]-3-fluoro-5,6,7,8-tetrahydroquinolin-6-yl}-2,4-dimethylthieno[2,3-d]pyrimidine-6-carboxamide